4-(2-hydroxyethyl ethoxy)-phenyl-(2-hydroxy-2-methylpropyl) ketone OCCC(C)OC1=CC=C(C=C1)C(C(C)(C)O)C(=O)C(C(C)(O)C)C1=CC=C(C=C1)OC(C)CCO